2-hydroxylpropane OC(C)C